C(#N)C1=CC=C2C(=N1)N(C(=C2)[Sn](CCCC)(CCCC)CCCC)C(=O)OC(C)(C)C tert-Butyl 6-cyano-2-tributylstannyl-pyrrolo[2,3-b]pyridine-1-carboxylate